FC=1C=C(OC=2C=CC(=NC2)NS(N(C[C@H](C(F)(F)F)O)CC)(=O)=O)C=CC1F 5-(3,4-difluorophenoxy)-2-[[ethyl-[(2R)-3,3,3-trifluoro-2-hydroxy-propyl]sulfamoyl]amino]pyridine